C(C1=CC=CC=C1)(=O)C1=C(C(=C2C=CC(=CN12)C)N1C(C=CC(=C1)C)=O)C1=CC=CC=C1 (3-benzoyl-6-methyl-2-phenylindolizin-1-yl)-5-methylpyridin-2(1H)-one